2-(3,7-dimethylocta-2,6-dien-1-yl)-4-(oxetan-3-ylsulfonyl)-5-pentylbenzene-1,3-diol CC(=CCC1=C(C=C(C(=C1O)S(=O)(=O)C1COC1)CCCCC)O)CCC=C(C)C